ClC=1C=C(C=CC1)N1[C@@H](CN(CC1)C(=O)C1=CC(=C(C=C1)S(=O)CC(=O)OCCCO)[N+](=O)[O-])C 3-Hydroxypropyl 2-((4-((R)-4-(3-chlorophenyl)-3-methylpiperazine-1-carbonyl)-2-nitrophenyl)sulfinyl)acetate